4,6-Dichloro-2-{3-[2-(2,6-difluorophenyl)propan-2-yl]-1,2,4-oxadiazol-5-yl}pyrimidine ClC1=NC(=NC(=C1)Cl)C1=NC(=NO1)C(C)(C)C1=C(C=CC=C1F)F